OC[C@@H](C)N1C(=C(C2=CC=CC=C12)C(=O)OC)C methyl (R)-1-(1-hydroxypropan-2-yl)-2-methyl-1H-indole-3-carboxylate